1-(3-nitrophenyl)propane-1-one [N+](=O)([O-])C=1C=C(C=CC1)C(CC)=O